(R)-6-(6-(1-cyclopropyl-2,2,2-trifluoroethoxy)pyridin-3-yl)-3-(ethoxydifluoromethyl)-[1,2,4]triazolo[4,3-a]pyrazine C1(CC1)[C@H](C(F)(F)F)OC1=CC=C(C=N1)C=1N=CC=2N(C1)C(=NN2)C(F)(F)OCC